8-chloro-1,3,7-trimethyl-3,7-dihydro-1H-purine-2,6-dione ClC1=NC=2N(C(N(C(C2N1C)=O)C)=O)C